(R)-N-(1-(1-methyl-1H-imidazol-2-yl)ethyl)-5-(4-(trifluoromethyl)phenoxy)-2-naphthamide CN1C(=NC=C1)[C@@H](C)NC(=O)C1=CC2=CC=CC(=C2C=C1)OC1=CC=C(C=C1)C(F)(F)F